2'-methyl-1,1':3',1''-terphenyl-4-carbaldehyde CC1=C(C=CC=C1C1=CC=CC=C1)C1=CC=C(C=C1)C=O